C[C@@H]1O[C@@H](CN(C1)C1=NC(=NC=C1)C1=NC2=CC(=NC=C2C=C1)CNC(C1=CC(=C(C=C1)C)S(=O)(=O)C)=O)C N-((2-(4-((cis)-2,6-dimethylmorpholino)pyrimidin-2-yl)-1,6-naphthyridin-7-yl)methyl)-4-methyl-3-(methylsulfonyl)benzamide